cyclopentyl-2-((5-(piperazin-1-yl)pyridin-2-yl)amino)-N-(2-(trifluoromethyl)phenyl)-7H-pyrrolo[2,3-d]pyrimidine-6-carboxamide hydrochloride Cl.C1(CCCC1)C=1C2=C(N=C(N1)NC1=NC=C(C=C1)N1CCNCC1)NC(=C2)C(=O)NC2=C(C=CC=C2)C(F)(F)F